COC=1C(=CC=2CCCCC2C1)S(=O)(=O)NC1=NOC2=C1C=C(C(=C2)NC2=NNC=C2)OC 3-Methoxy-N-{5-methoxy-6-[(1H-pyrazol-3-yl)amino]-1,2-benzoxazol-3-yl}-5,6,7,8-tetrahydronaphthalene-2-sulfonamide